[Na+].[Na+].[Na+].[O-]P([O-])(=O)OP(=O)([O-])OP(=O)(O)O triphosphate trisodium salt